1-[4,4-bis(4-fluorophenyl)butyl]-4-[4-chloro-3-(trifluoromethyl)phenyl]-4-piperidinol FC1=CC=C(C=C1)C(CCCN1CCC(CC1)(O)C1=CC(=C(C=C1)Cl)C(F)(F)F)C1=CC=C(C=C1)F